FC(OC=1C=C(C=NC1)CO)F (5-(difluoromethoxy)pyridin-3-yl)methanol